(4-chlorophenyl)(2,3-dimethoxy-3-methylindol-1-yl)methanone ClC1=CC=C(C=C1)C(=O)N1C(C(C2=CC=CC=C12)(C)OC)OC